[Na+].BrC1=CC=C(C=C1)S(=O)(=O)[O-] 4-bromobenzenesulfonic acid sodium salt